FC=1C(=NC=NC1)C(=O)N 5-fluoro-pyrimidine-4-carboxamide